C(#N)CC1(CN(C1)C1CCN(CC1)C(=O)NC1=C(C=CC=C1)C#N)N1C=C(C=C1)C=1C2=C(N=CN1)NC=C2 4-{3-(cyanomethyl)-3-[3-(7H-pyrrolo[2,3-d]pyrimidin-4-yl)-1H-pyrrol-1-yl]azetidin-1-yl}-N-(2-cyanophenyl)piperidine-1-carboxamide